1-(3,4-Dihydroxyphenethyl)-4-(3,4-dihydro-6-hydroxy-2,5,7,8-tetramethyl-2H-benzopyran-2-yl)-1H-1,2,3-triazole OC=1C=C(CCN2N=NC(=C2)C2(OC3=C(CC2)C(=C(C(=C3C)C)O)C)C)C=CC1O